FC1=CC=C(C=C1)C(C(=O)NC1=NC=CC(=C1)C1=C(C=2C(N(CC(C2N1)C)C)=O)C1=CC=C(C=C1)F)C 2-(4-fluorophenyl)-N-{4-[3-(4-fluorophenyl)-5,7-dimethyl-4-oxo-4,5,6,7-tetrahydro-1H-pyrrolo[3,2-c]pyridin-2-yl]pyridin-2-yl}propanamide